(11a'S)-8'-[(5-Bromopentyl)oxy]-7'-methoxy-10'-{[2-(trimethylsilyl)ethoxy]methyl}-1'H-spiro[cyclopropane-1,2'-pyrrolo[2,1-c][1,4]benzodiazepine] BrCCCCCOC1=CC2=C(CN3C(=CN2COCC[Si](C)(C)C)CC2(C3)CC2)C=C1OC